C(C)(=O)N1C2CC(C1)(C2)N2C=C1C(=NN(C(C1=CC2=O)=O)C)N[C@H](C)C2=C(C(=CC=C2)C(F)F)F (R)-6-(2-acetyl-2-azabicyclo[2.1.1]hex-4-yl)-4-((1-(3-(difluoromethyl)-2-fluorophenyl)ethyl)amino)-2-methyl-2,6-dihydropyrido[3,4-d]pyridazin-1,7-dione